ClC=1C=C(C(=NC1)C=1C=C2C(=NC1)N(C=N2)C)C=2C=NN(C2)CC2(CCCC2)C 6-(5-chloro-3-(1-((1-methylcyclopentyl)methyl)-1H-pyrazol-4-yl)pyridin-2-yl)-3-methyl-3H-imidazo[4,5-b]pyridine